C(C=C)(=O)N1CCN(CC1)C1=C(C(=NC2=C(C(=C(C=C12)Cl)C1=C(C=CC2=C1N=C(S2)N)F)F)N)C#N 4-(4-acryloylpiperazin-1-yl)-2-amino-7-(2-amino-5-fluorobenzo[d]thiazol-4-yl)-6-chloro-8-fluoroquinoline-3-carbonitrile